5-bromo-2-(3-chloro-2-pyridinyl)pyrazole-3-carboxylic acid BrC=1C=C(N(N1)C1=NC=CC=C1Cl)C(=O)O